6-bromo-1,5-dimethyl-1H-benzo[d][1,2,3]triazole BrC=1C(=CC2=C(N(N=N2)C)C1)C